C(C)(C)(C)OC(=O)N1CCC2(C(C2C2=NC=3C(=NC(=CC3)C(=O)OC)N2C[C@H]2OCC2)(F)F)CC1 methyl 2-(6-(tert-butoxycarbonyl)-2,2-difluoro-6-azaspiro[2.5]oct-1-yl)-3-(((S)-oxetan-2-yl) methyl)-3H-imidazo[4,5-b]pyridine-5-carboxylate